(hydroxymethyl)-4-methyl-4,5-dihydro-1H-1,2,4-triazole-5-thione OCN1N=CN(C1=S)C